8-(3,3-difluorocyclopentyl)-N-(3-fluoro-5-(1-(phenyl-d5)-1H-pyrazol-4-yl)benzyl)-7H-Purine-6-carboxamide FC1(CC(CC1)C1=NC2=NC=NC(=C2N1)C(=O)NCC1=CC(=CC(=C1)C=1C=NN(C1)C1=C(C(=C(C(=C1[2H])[2H])[2H])[2H])[2H])F)F